7-Iodoindole IC=1C=CC=C2C=CNC12